3-(4-(hydroxymethyl)phenyl)-1-(methoxymethyl)pyridin-2(1H)-one OCC1=CC=C(C=C1)C=1C(N(C=CC1)COC)=O